(R)-N-(5-(tert-butyl)-1-(tetrahydrofuran-3-yl)-1H-pyrazol-3-yl)-6-((3-(methoxymethyl)-1H-pyrrolo[2,3-b]pyridin-5-yl)oxy)-1-methyl-1H-imidazo[4,5-b]pyridin-2-amine C(C)(C)(C)C1=CC(=NN1[C@H]1COCC1)NC=1N(C=2C(=NC=C(C2)OC=2C=C3C(=NC2)NC=C3COC)N1)C